ClC(CCCCO)Cl 5,5-dichloropentanol